C1(CCCC1)C1=C(C(NC(=N1)C=1C=NN(C1C)C)=O)I 6-cyclopentyl-2-(1,5-dimethyl-1H-pyrazol-4-yl)-5-iodo-4(3H)-pyrimidinone